2,3,4,5,6-pentafluoro-4'-trifluoromethyl-1,1'-biphenyl FC1=C(C(=C(C(=C1F)F)F)F)C1=CC=C(C=C1)C(F)(F)F